N-(5-(5-(3,3-difluorocyclobutyl)-1,2,4-oxadiazol-3-yl)-3-fluoro-2-methylphenyl)pyrazolo[1,5-a]pyridine-3-carboxamide FC1(CC(C1)C1=NC(=NO1)C=1C=C(C(=C(C1)NC(=O)C=1C=NN2C1C=CC=C2)C)F)F